4-bromo-3-chloro-1-(2-methoxyethyl)pyrazole BrC=1C(=NN(C1)CCOC)Cl